N-(3-hydroxy-4-methoxybenzyl)-2-piperidinyl-5-nitrobenzamide OC=1C=C(CNC(C2=C(C=CC(=C2)[N+](=O)[O-])N2CCCCC2)=O)C=CC1OC